N-methylpropyl-pyrrolidine bis(trifluoromethylsulfonyl)imide salt [N-](S(=O)(=O)C(F)(F)F)S(=O)(=O)C(F)(F)F.CN1C(CCC1)CCC